CN1C[C@@H]2[C@H](C1)CN(C2)C(=O)C2=CC(=C(C=C2)CN2N=CC=1N=C(N=C(C12)NCCCC)N)OC 1-({4-[(3aR,6aS)-5-methyl-octahydropyrrolo[3,4-c]pyrrole-2-carbonyl]-2-methoxyphenyl}-methyl)-N7-butyl-1H-pyrazolo[4,3-d]pyrimidine-5,7-diamine